1-(((2S)-2-hydroxy-3-(1-piperidinyl)propyl)amino)-4-(((2S)-2-oxiranylmethyl)amino)-9,10-anthraquinone O[C@@H](CNC1=CC=C(C=2C(C3=CC=CC=C3C(C12)=O)=O)NC[C@@H]1OC1)CN1CCCCC1